NC(CCC1CC1)(C1=CC(=CC=C1)C#N)C=1C=CC(=C(C1)NC(=O)[C@H]1N(C[C@@H](C1)OC)C(=O)N(C)C1=CC=C(C=C1)Cl)F (2S,4R)-N2-(5-((+)-1-amino-1-(3-cyanophenyl)-3-cyclopropylpropyl)-2-fluorophenyl)-N1-(4-chlorophenyl)-4-methoxy-N1-methylpyrrolidine-1,2-dicarboxamide